O=C1NC(CCC1N1C(C2=CC=CC(=C2C1)OCCCCCN1CCC(CC1)C1=CC=C(C(=O)N2CCC(CC2)CCCCNC(\C=C\C=2C=NC=CC2)=O)C=C1)=O)=O (E)-N-(4-(1-(4-(1-(5-((2-(2,6-dioxopiperidin-3-yl)-1-oxoisoindoline-4-yl)oxy)pentyl)piperidin-4-yl)benzoyl)piperidin-4-yl)butyl)-3-(pyridin-3-yl)acrylamide